N-((2S)-3-cyclohexyl-1-(((3S)-5-(methylsulfinyl)pent-1-yn-3-yl)amino)-1-oxopropan-2-yl)-1H-indole-2-carboxamide C1(CCCCC1)C[C@@H](C(=O)N[C@H](C#C)CCS(=O)C)NC(=O)C=1NC2=CC=CC=C2C1